6-((S)-1-(4-chlorophenyl)-ethyl)-9-isopropyl-2-(pyridin-2-yl)-2,6,9-triazaspiro[4.5]decane-7,10-dione ClC1=CC=C(C=C1)[C@H](C)N1C2(CCN(C2)C2=NC=CC=C2)C(N(CC1=O)C(C)C)=O